C(C(C(CN)N)N)N butane-1,2,3,4-tetramine